4-methoxybenzyl acetate (4-methoxybenzyl acetate) COC1=CC=C(CCC(=O)O)C=C1.C(C)(=O)OCC1=CC=C(C=C1)OC